O1COC2=C1C=CC(=C2)N(C(=O)C=2C=C(C=CC2)N2N=C(C=C2C)C(=O)O)C 1-[3-[1,3-benzodioxol-5-yl(methyl)carbamoyl]phenyl]-5-methyl-pyrazole-3-carboxylic acid